benzyl 4-((2S,3S)-2-allyl-1-(tert-butoxycarbonyl)azetidin-3-yl)piperazine-1-carboxylate C(C=C)[C@@H]1N(C[C@@H]1N1CCN(CC1)C(=O)OCC1=CC=CC=C1)C(=O)OC(C)(C)C